NCCCC(=O)NC1=CC(=C(C(=O)OCOC(C(=C)C)=O)C=C1)C#CCN (methacryloyloxy)methyl 4-(4-aminobutanamido)-2-(3-aminoprop-1-yn-1-yl)benzoate